tert-Butyl N-(3-fluoro-4-formyl-2-nitrophenyl)carbamate FC=1C(=C(C=CC1C=O)NC(OC(C)(C)C)=O)[N+](=O)[O-]